FC1=C(C(=CC(=C1)C(NC)=O)F)C=1N(C=2C(=NC(=CC2)C)N1)C[C@H]1CN(CCO1)C(=O)OC Methyl (S)-2-((2-(2,6-difluoro-4-(methylcarbamoyl)phenyl)-5-methyl-1H-imidazo[4,5-b]pyridine-1-yl)methyl)morpholine-4-carboxylate